N-[[(2S)-2-(3-cyanophenyl)oxetan-2-yl]methyl]-2-pyrrol-1-yl-cyclopropanecarboxamide C(#N)C=1C=C(C=CC1)[C@]1(OCC1)CNC(=O)C1C(C1)N1C=CC=C1